2-(5-fluoro-2-methylpyridin-4-yl)-3-isopropyl-5-(1-(tetrahydro-2H-pyran-4-yl)piperidin-4-yl)-1H-indole FC=1C(=CC(=NC1)C)C=1NC2=CC=C(C=C2C1C(C)C)C1CCN(CC1)C1CCOCC1